1,2,3,4-tetrazolium [NH+]=1NN=NC1